tert-butyl 3-(2-(2-(trifluoromethyl)benzoyl)hydrazine-1-carbonyl)piperidine-1-carboxylate FC(C1=C(C(=O)NNC(=O)C2CN(CCC2)C(=O)OC(C)(C)C)C=CC=C1)(F)F